4-(4-((3-(3,3-dimethylmorpholino)azetidin-1-yl)methyl)-2-fluorobenzylamino)-2-(2,6-dioxopiperidin-3-yl)isoindoline-1,3-dione CC1(COCCN1C1CN(C1)CC1=CC(=C(CNC2=C3C(N(C(C3=CC=C2)=O)C2C(NC(CC2)=O)=O)=O)C=C1)F)C